(1,1-dioxothiomorpholino)(7-ethoxy-6-methoxy-1-(2-(5-methoxy-1H-indol-3-yl)ethyl)-3,4-dihydroisoquinolin-2(1H)-yl)methylmethanone O=S1(CCN(CC1)C(=O)CN1C(C2=CC(=C(C=C2CC1)OC)OCC)CCC1=CNC2=CC=C(C=C12)OC)=O